FC1=C(C=CC(=C1)OC1=NN(C=C1)C=1C=NC(=NC1)OC)NC1=NC=NC2=CC(=C(C=C12)NC1CCN(CC1)C(C=C)=O)OC 1-(4-((4-((2-fluoro-4-((1-(2-methoxypyrimidin-5-yl)-1H-pyrazol-3-yl)oxy)phenyl)amino)-7-methoxyquinazolin-6-yl)amino)piperidin-1-yl)prop-2-en-1-one